C(C=C)OC(=O)[C@H]1OC([C@@H]([C@H]([C@@H]1O)O)O)OC(C1=CC=C(C=C1)C1=C(N(C2=CC(=CC(=C12)OCC1=CC=CC=C1)F)C1=CC(=C(C=C1)F)F)C1CCOCC1)=O (2S,3S,4S,5R)-6-[4-[4-benzyloxy-1-(3,4-difluorophenyl)-6-fluoro-2-tetrahydropyran-4-yl-indol-3-yl]benzoyl]oxy-3,4,5-trihydroxy-tetrahydropyran-2-carboxylic acid allyl ester